C1N(CC12CNC2)C=2C=CC(=NC2)C2=NNC(=C2CC(F)(F)F)C=2C=C(C=1N(C2)N=CN1)OC 6-(3-(5-(2,6-diazaspiro[3.3]heptan-2-yl)pyridin-2-yl)-4-(2,2,2-trifluoroethyl)-1H-pyrazol-5-yl)-8-methoxy-[1,2,4]triazolo[1,5-a]pyridine